5-(dimethylamino)pyridazine-3-sulfonamide CN(C=1C=C(N=NC1)S(=O)(=O)N)C